5-[6-chloro-3-[1-(2-isopropyl-3,6-dimethyl-4-oxo-chromen-8-yl)ethylamino]-2-pyridyl]-3-methyl-2-(4,4,5,5-tetramethyl-1,3,2-dioxaborolan-2-yl)benzaldehyde ClC1=CC=C(C(=N1)C=1C=C(C(=C(C=O)C1)B1OC(C(O1)(C)C)(C)C)C)NC(C)C=1C=C(C=C2C(C(=C(OC12)C(C)C)C)=O)C